4-(1-methylethyl)cyclohexanol CC(C)C1CCC(CC1)O